6-(5-(3,5-dichloro-4-fluorophenyl)-5-(trifluoromethyl)-4,5-dihydroisoxazol-3-yl)-N-methoxy-6,7-dihydro-5H-pyrrolo[3,4-d]pyrimidine-2-carboxamide ClC=1C=C(C=C(C1F)Cl)C1(CC(=NO1)N1CC=2N=C(N=CC2C1)C(=O)NOC)C(F)(F)F